[N+](=O)([O-])C1=CC=C(C=C1)\C(=C(/C#N)\C1=CC=CC=C1)\C1=CC=CC=C1 (Z)-3-(4-nitrophenyl)-2,3-diphenylacrylonitrile